7,7-difluoro-9-isopropyl-5-methyl-6-oxo-8H-pyrimido[4,5-b][1,4]diazepine FC1(C(N(C2=C(N(C1)C(C)C)N=CN=C2)C)=O)F